OC[C@@H](CC1CCC(CC1)O)NC(OC(C)(C)C)=O (R)-tert-butyl (1-hydroxy-3-(4-hydroxycyclohexyl)propan-2-yl)carbamate